NC1=CC=C(C=C1)C=1N(C(=NN1)SCC1=CC=C(C=C1)B(O)O)CCC1=CC=CC=C1 (4-(((5-(4-aminophenyl)-4-phenethyl-4H-1,2,4-triazol-3-yl)thio)methyl)phenyl)boronic acid